4-(2-((tert-butyldimethylsilyl)oxy)ethoxy)phenol [Si](C)(C)(C(C)(C)C)OCCOC1=CC=C(C=C1)O